tert-butyl (R)-((3-(2-((6-fluoro-2-methylpyridin-3-yl)oxy)-4-(trifluoromethyl)benzamido) phenyl)(methyl)(oxo)-λ6-sulfaneylidene)carbamate FC1=CC=C(C(=N1)C)OC1=C(C(=O)NC=2C=C(C=CC2)[S@](=O)(C)=NC(OC(C)(C)C)=O)C=CC(=C1)C(F)(F)F